9-(perfluorophenyl)-1H-xantheno[2,1,9-def]isoquinoline-1,3(2H)-dione FC1=C(C(=C(C(=C1F)F)F)F)C1=CC=C2OC=3C=CC=4C(NC(C5=CC=C(C3C45)C2=C1)=O)=O